3-(pyrrolidin-2-yl)-1-(1,3-thiazol-4-carbonyl)-1H-pyrazol-5-amine N1C(CCC1)C1=NN(C(=C1)N)C(=O)C=1N=CSC1